C1(CC1)[C@@H](CO)NC(OC(C)(C)C)=O tert-butyl N-[(1S)-1-cyclopropyl-2-hydroxyethyl]carbamate